CC1(C)CCCC(C)=C1\C=C\C(\C)=C\C=C\C(\C)=C\C=C\C=C(/C)\C=C\C=C(/C)\C=C\C1C(C)=CCCC1(C)C alpha-caroten